adenosine-5'-pentaphosphate P(O)(=O)(OP(=O)(O)OP(=O)(O)OP(=O)(O)OP(=O)(O)O)OC[C@@H]1[C@H]([C@H]([C@@H](O1)N1C=NC=2C(N)=NC=NC12)O)O